C(CCCCCCC=C)OC(COCCOCCOCCOCCOCC1=CC=CC=C1)COCCCCCCCC=C 2-[2-[2,3-bis(non-8-enoxy)propoxy]ethoxylethoxylethoxy]ethoxymethylbenzene